C(C)(C)N1CCC(CC1)COC1=C(C=C2C(=NC=NC2=C1)C1=CC=C(C=C1)NC(CC1=CC=C(C=C1)C(F)(F)F)=O)OC N-(4-(7-((1-isopropylpiperidin-4-yl)methoxy)-6-methoxyquinazolin-4-yl)phenyl)-2-(4-(trifluoromethyl)phenyl)acetamide